2-(4-((3-methoxyphenyl)amino)-7-methoxyquinazolin-6-yl)-oxydimethylacetamide COC=1C=C(C=CC1)NC1=NC=NC2=CC(=C(C=C12)OCC(=O)N(C)C)OC